BrC=1C=CC(=C(C1)NC1C(CN(CC1)C(=O)OC(C)(C)C)(F)F)O tert-butyl 4-((5-bromo-2-hydroxyphenyl) amino)-3,3-difluoropiperidine-1-carboxylate